N1C=NC(=C1)CN1C2=C(CC1=O)SC=C2 4-(1H-imidazol-4-ylmethyl)-4,6-dihydro-5H-thieno[3,2-b]pyrrol-5-one